N-[3-[2-(difluoromethoxy)-5-[3-(3-hydroxyazetidin-3-yl)phenoxy]phenyl]-1-ethyl-pyrazol-4-yl]pyrazolo[1,5-a]pyrimidine-3-carboxamide FC(OC1=C(C=C(C=C1)OC1=CC(=CC=C1)C1(CNC1)O)C1=NN(C=C1NC(=O)C=1C=NN2C1N=CC=C2)CC)F